CN([C@@H](CCCCN)C(=O)O)C(=O)OC(C)(C)C methyl-(tert-butoxycarbonyl)-L-lysine